N-(3-cyanopyridin-4-yl)-1,8,10-triazatricyclo[7.4.0.02,7]trideca-2(7),3,5,8,10,12-hexaene-11-carboxamide C(#N)C=1C=NC=CC1NC(=O)C1=NC2=NC=3C=CC=CC3N2C=C1